2-((4-((R)-2-(4-cyano-2-fluorophenyl)chroman-5-yl)piperazin-1-yl)methyl)-1-(((S)-oxetan-2-yl)methyl)-1H-benzo[d]imidazole-6-carboxylic acid C(#N)C1=CC(=C(C=C1)[C@@H]1OC2=CC=CC(=C2CC1)N1CCN(CC1)CC1=NC2=C(N1C[C@H]1OCC1)C=C(C=C2)C(=O)O)F